C(CCCC)C(CCCCCC)OC(CCCCCC)CCCCC 1-pentylheptyl ether